7-((1-((3-bromopyridin-2-yl)methyl)-3-oxoisoindolin-2-yl)methyl)-[1,2,4]triazolo[4,3-a]pyridin-3(2H)-one BrC=1C(=NC=CC1)CC1N(C(C2=CC=CC=C12)=O)CC1=CC=2N(C=C1)C(NN2)=O